O1C=COC2=CC3=C(C(N4C(O3)=CC=C4)=O)C=C21 1H-[1,4]dioxino[2',3':4,5]benzo[1,2-e]pyrrolo[2,1-b][1,3]oxazin-11-one